2-(2-(3-((2-(trifluoromethoxy)benzamido)methyl)-1H-pyrazol-5-yl)phenoxy)acetic acid FC(OC1=C(C(=O)NCC2=NNC(=C2)C2=C(OCC(=O)O)C=CC=C2)C=CC=C1)(F)F